ClC=1C(=C2C=NNC2=C(C1F)C(C(C)C)F)C=1N=CC=2N(C1)C=C(N2)NC(=O)C2C(C2)F N-(6-(5-chloro-6-fluoro-7-(1-fluoro-2-methylpropyl)-1H-indazol-4-yl)imidazo[1,2-a]pyrazin-2-yl)-2-fluorocyclopropane-1-carboxamide